1-(2,4-dimethoxyphenyl)piperazine tert-butyl-4-(4-methyl-3-((1-(naphthalen-1-yl)cyclopropyl)carbamoyl)phenyl)-5,6-dihydropyridine-1(2H)-carboxylate C(C)(C)(C)OC(=O)N1CC=C(CC1)C1=CC(=C(C=C1)C)C(NC1(CC1)C1=CC=CC2=CC=CC=C12)=O.COC1=C(C=CC(=C1)OC)N1CCNCC1